2-((2-methyl-6-(trifluoromethyl)-1,4-dihydropyridin-3-yl)sulfonyl)-6-((tetrahydro-2H-pyran-4-yl)methyl)-2,6-diazaspiro[3.3]heptane CC=1NC(=CCC1S(=O)(=O)N1CC2(C1)CN(C2)CC2CCOCC2)C(F)(F)F